2'-(2-(2-fluoro-4-(piperazin-1-yl)phenyl)pyridin-4-yl)-5',6'-dihydrospiro[cyclopentane-1,7'-pyrrolo[3,2-c]pyridin] FC1=C(C=CC(=C1)N1CCNCC1)C1=NC=CC(=C1)C1=CC2=CNCC3(C2=N1)CCCC3